2-methyl-5,6-dihydro-4H-1,3-oxazine CC=1OCCCN1